[Si](C)(C)(C(C)(C)C)OCCN1C(C(=CC2=CC(=CN=C12)[N+](=O)[O-])OCC(=O)NC)=O 2-((1-(2-((tert-butyldimethylsilyl)oxy)ethyl)-6-nitro-2-oxo-1,2-dihydro-1,8-naphthyridin-3-yl)oxy)-N-methylacetamide